N-[(4-cyclopropyl-3-fluorophenyl)(phenyl)methyl]-4-fluoro-1-[2-(2-oxo-2,3-dihydro-1H-1,3-benzodiazol-1-yl)acetyl]pyrrolidine-2-carboxamide C1(CC1)C1=C(C=C(C=C1)C(NC(=O)C1N(CC(C1)F)C(CN1C(NC2=C1C=CC=C2)=O)=O)C2=CC=CC=C2)F